(2-methyl-1,1-dioxo-1,2-thiazolidin-5-yl)methanol CN1S(C(CC1)CO)(=O)=O